α-chloroacrylic acid pentafluoroethoxyvinyl ester FC(C(F)(F)F)(OC=COC(C(=C)Cl)=O)F